4-(4-((methylamino)methyl)-5-(Tetrahydro-2H-pyran-4-yl)thiazol-2-yl)-7-(5-methylpyridin-3-yl)isoquinolin-1-amine CNCC=1N=C(SC1C1CCOCC1)C1=CN=C(C2=CC(=CC=C12)C=1C=NC=C(C1)C)N